C(C)(C)(C)C1=CC=CC2=C1OP(OC1=C(C2)C=CC=C1C(C)(C)C)OC(C1=CC(=C(C(=C1)C(C)(C)C)O)C(C)(C)C)=O 4,8-di-t-butyl-6-(3,5-di-t-butyl-4-hydroxybenzoyloxy)-12H-dibenzo[d,g][1,3,2]dioxaphosphocine